1-(1-cyanocyclopentane-1-carbonyl)-3-methyl-1,2,3,6-tetrahydropyridin C(#N)C1(CCCC1)C(=O)N1CC(C=CC1)C